Bis(2-(4-(trifluoromethyl)phenyl)-1H-indol-3-yl)methane Disodium hydrogen-phosphate P(=O)(O)([O-])[O-].[Na+].[Na+].FC(C1=CC=C(C=C1)C=1NC2=CC=CC=C2C1CC1=C(NC2=CC=CC=C12)C1=CC=C(C=C1)C(F)(F)F)(F)F